3-(1-oxo-5-((4-(thiophen-2-yl)-3,6-dihydropyridin-1(2H)-yl)methyl)isoindolin-2-yl)piperidine-2,6-dione O=C1N(CC2=CC(=CC=C12)CN1CCC(=CC1)C=1SC=CC1)C1C(NC(CC1)=O)=O